2-(cyclopropylmethoxycarbonylamino)-4-[cyclopropyl-[4-(5,6,7,8-tetrahydro-1,8-naphthyridin-2-yl)butyl]amino]butanoic acid C1(CC1)COC(=O)NC(C(=O)O)CCN(CCCCC1=NC=2NCCCC2C=C1)C1CC1